ClC1=CC=C(C=C1)C(C#N)(C1=CC=C(C=C1)O)C1=CC=C2C(=C(NC2=C1)C)C 2-(4-Chlorophenyl)-2-(2,3-dimethyl-1H-indol-6-yl)-2-(4-hydroxyphenyl)acetonitrile